[Cu].N1=CC=C(C=C1)C(C(C)=O)C(C)=O.N1=CC=C(C=C1)C(C(C)=O)C(C)=O bis(3-(4-pyridyl)-2,4-pentanedione) copper